COC(CCCCCCCCCCCN(CCCCCCCCCCCCCC)CCC1CN(CCC1)C(CN(CCCCCCCCC)CCN(CCCCCCCCC)CCCCCCCCC)=O)=O.C1(=C(C(=C(C(=C1[2H])[2H])[2H])[2H])[2H])C=1C=CC2=CC=C3C=CC=NC3=C2N1 9-phenyl-d5-phenanthroline Methyl-12-((2-(1-(N-(2-(dinonylamino)ethyl)-N-nonylglycyl)piperidin-3-yl)ethyl)(tetradecyl)amino)dodecanoate